C(=O)(OC(C)(C)C)N1CCNCCC1 1-Boc-hexahydro-1,4-diazepine